B(O)(O)C1=CC(=C(CN(C(=O)C=2C=CC(=C(C2)B(O)O)F)CCCC[C@@H](C(=O)N)N)C=C1)OC (S)-(5-((4-borono-2-methoxybenzyl)(5,6-diamino-6-oxohexyl)carbamoyl)-2-fluorophenyl)boronic acid